7-[2-(2,8-dimethylimidazo[1,2-b]pyridazin-6-yl)-4-oxo-pyrido[1,2-a]pyrimidin-7-yl]-4,7-diazaspiro[2.5]octane-4-carboxylic acid tert-butyl ester C(C)(C)(C)OC(=O)N1C2(CC2)CN(CC1)C=1C=CC=2N(C(C=C(N2)C=2C=C(C=3N(N2)C=C(N3)C)C)=O)C1